(R)-N-(3-(6-(((R)-2-hydroxypropyl)amino)-2-morpholinylpyrimidin-4-yl)-4-methylphenyl)-3-(2,2,2-trifluoroethyl)pyrrolidine-1-carboxamide O[C@@H](CNC1=CC(=NC(=N1)N1CCOCC1)C=1C=C(C=CC1C)NC(=O)N1C[C@H](CC1)CC(F)(F)F)C